(5-chloropyrazin-2-yl)dimethylphosphine oxide ClC=1N=CC(=NC1)P(C)(C)=O